N(=[N+]=[N-])[C@@H]1[C@H](N(C2=CC(=CC=C12)Br)C(=O)OCC1=CC=CC=C1)CO[Si](C)(C)C(C)(C)C Benzyl (2S,3S)-3-azido-6-bromo-2-(((tert-butyldimethylsilyl)oxy)methyl)indoline-1-carboxylate